[Na+].S1C=C(C=C1)CCOC(CCC)S(=O)(=O)[O-] [2-(3-thienyl)ethyloxy-4-butylsulfonate] sodium salt